CN(CCCNC(=O)NCC)C 1-[3-(dimethylamino)propyl]-3-ethylurea